OC=1C(=C(C=C(C1)CCC)CC(=O)O)[C@@H]1C=C(CCC1)C.BrC1=C(C=C(C=C1OC)CBr)OC 2-bromo-5-(bromomethyl)-1,3-dimethoxybenzene [3-Hydroxy-2-[(1S)-3-methylcyclohex-2-en-1-yl]-5-propylphenyl]acetate